3-(2-isopropylphenyl)-1-(4-(oxetan-3-yl)benzyl)piperazine C(C)(C)C1=C(C=CC=C1)C1CN(CCN1)CC1=CC=C(C=C1)C1COC1